C1(CC1)C1=C(C=C(CC[C@]2(CN(CCC2)C2=CC(=C(C(=C2)F)S(=O)(=O)NC2=NC=NC=C2)F)N(C)C)C=C1)C(F)(F)F (S)-4-(3-(4-cyclopropyl-3-(trifluoromethyl)phenethyl)-3-(dimethylamino)piperidin-1-yl)-2,6-difluoro-N-(pyrimidin-4-yl)benzenesulfonamide